8-bromo-1-methyl-5-oxo-1,2,3,5-tetrahydro-4H-benzo[e][1,4]diazepine BrC=1C=CC2=C(N(CCNC2=O)C)C1